Methyl 6-(hydroxymethyl)-2-methoxynicotinate OCC1=NC(=C(C(=O)OC)C=C1)OC